Cl.C1(=CC=CC=C1)CN benzenemethaneamine hydrochloride